C(\C=C\C1=CC(O)=C(O)C=C1)(=O)N(CCCCNCCCN)C(\C=C\C1=CC(O)=C(O)C=C1)=O Dicaffeoyl-spermidine